fluoro-5'-isopropenyl-2'-methoxy-4-trifluoromethyl-1,1'-biphenyl FC1=C(C=CC(=C1)C(F)(F)F)C1=C(C=CC(=C1)C(=C)C)OC